N,N-dimethyl-p-phenylenediamine oxalate CN(C)C1=CC=C(C=C1)N.C(=O)(C(=O)O)O